C(#N)C=1C=NN2C1C=CC(=C2)NCCC 3-cyano-6-propylaminopyrazolo[1,5-a]pyridine